C(C)OC1=CC(=NC=C1C#N)[C@H](C)N1C(C2=CC(=CC(=C2CC1)C1=CN(C(C(=C1C)F)=O)C)CCN(C)CC)=O (S)-4-ethoxy-6-(1-(7-(2-(ethyl(methyl)amino)ethyl)-5-(5-fluoro-1,4-dimethyl-6-oxo-1,6-dihydropyridin-3-yl)-1-oxo-3,4-dihydroisoquinolin-2(1H)-yl)ethyl)nicotinonitrile